7-(3-cyanobenzyl)-4-(4-chlorobenzyl)-6,7,8,9-tetrahydroimidazo[1,2-a]pyrido[3,4-e]pyrimidin-5(4H)-one C(#N)C=1C=C(CN2CC=3C(N(C=4N(C3CC2)C=CN4)CC4=CC=C(C=C4)Cl)=O)C=CC1